NC1=CC=C(C(=O)NC2=CC=C(C=C2)N)C=C1 L-4,4'-diaminobenzanilide